OC(C(=O)[O-])C(C)(C)O 2,3-dihydroxy-isovalerate